C(#N)C1(CC1)NC(C1=CC(=CC=C1)NC=1N=NC(=CC1)C1=CC(=CC=C1)F)=O N-(1-cyanocyclopropyl)-3-((6-(3-fluorophenyl)pyridazin-3-yl)amino)benzamide